(5-methoxypyridin-3-yl)methanone COC=1C=C(C=NC1)C=O